C(#N)N1C[C@@H]2N(CC[C@@H]2C1)C(=O)NC1=NC=C(C=C1)C1=CC=CC=C1 (3aR,6aR)-5-cyano-N-(5-phenyl-pyridin-2-yl)hexahydropyrrolo[3,4-b]pyrrole-1(2H)-carboxamide